C1=C(C=CC2=CC=CC=C12)C(=O)O β-naphthalene-carboxylic acid